5-((1r,3r)-3-Amino-2,2,4,4-tetramethylcyclobutoxy)chromane-8-carbonitrile hydrochloride Cl.NC1C(C(C1(C)C)OC1=C2CCCOC2=C(C=C1)C#N)(C)C